ClC1=C(C=CC=C1Cl)SC=1N=C(C(=NC1C)N1CCC2(CCC[C@H]2NC(OC(C)(C)C)=O)CC1)NCCO tert-butyl (R)-(8-(5-((2,3-dichlorophenyl)thio)-3-((2-hydroxyethyl)amino)-6-methyl pyrazin-2-yl)-8-azaspiro[4.5]decan-1-yl)carbamate